FC(OC[C@@H]1CN(CCN1C1=CC=C(C=C1)C(=O)OC)C(=O)OCC1=CC=CC=C1)F benzyl (S)-3-((difluoromethoxy)methyl)-4-(4-(methoxycarbonyl) phenyl)piperazine-1-carboxylate